methyl (3S)-3-(3-chlorophenyl)-3-(2-(4-((5-fluoro-1,4,5,6-tetrahydropyrimidin-2-yl)amino)-1H-indazole-6-carboxamido)acetamido)propanoate trifluoroacetate FC(C(=O)O)(F)F.ClC=1C=C(C=CC1)[C@H](CC(=O)OC)NC(CNC(=O)C1=CC(=C2C=NNC2=C1)NC=1NCC(CN1)F)=O